C(C=C)(=O)N1CCOC2([C@H]1C)CCN(CC2)C(=O)N([C@@H](C(C)C)C(=O)O)C N-((R)-4-propenoyl-5-methyl-1-oxa-4,9-diazaspiro[5.5]undec-9-carbonyl)-N-methyl-L-valine